C(#N)C1=CC=C(OC(C(=O)NC=2SC3=C(N2)C=C(C(=C3)OC)OC)C3=CC(=CC=C3)S(=O)(=O)C(C)(C)C)C=C1 2-(4-Cyano-phenoxy)-N-(5,6-dimethoxy-benzothiazol-2-yl)-2-[3-(2-methyl-propane-2-sulfonyl)-phenyl]-acetamide